C(N)(OCCCCCC(CCCCOC=C)(CCCCOC=C)OC(N)=O)=O bis[4-(vinyloxy) butyl]1,6-hexanediyl biscarbamate